OCCN1CCNCC1 N-hydroxyethyl-piperazine